Carbamic acid C(N)(O)=O